3-(2-(4-(8-chloro-4-oxo-4H-chromen-2-yl)-3-morpholinophenoxy)ethoxy)cyclobutanecarboxylic acid ClC=1C=CC=C2C(C=C(OC12)C1=C(C=C(OCCOC2CC(C2)C(=O)O)C=C1)N1CCOCC1)=O